(1R,3R)-7-(difluoromethyl)-6-(3,5-difluorophenoxy)-2,2,3-trifluoro-2,3-dihydrobenzo[b]-thiophene 1-oxide FC(C1=C(C=CC2=C1[S@](C([C@@H]2F)(F)F)=O)OC2=CC(=CC(=C2)F)F)F